[Na].C=CC1=CC=C(C=C1)S(=O)(=O)O (p-styrenesulfonic acid) sodium